NC1=C2C(=NC=N1)N(N=C2C2=CC=C(C=C2)OC2=CC=CC=C2)C2CCN(CC2)C(CCCCSC=2C=C1C(N(C(C1=CC2F)=O)C2C(NC(CC2)=O)=O)=O)=O 5-((5-(4-(4-amino-3-(4-phenoxyphenyl)-1H-pyrazolo[3,4-d]pyrimidin-1-yl)piperidin-1-yl)-5-oxopentyl)sulfanyl)-2-(2,6-dioxopiperidin-3-yl)-6-fluoroisoindoline-1,3-dione